N=1N(N=C2C1C=CC=C2)C2=C(C(=CC(=C2)C)CC(C[Si](O[Si](C)(C)C)(O[Si](C)(C)C)C)C)O 2-(2H-benzotriazol-2-yl)-4-methyl-6-[2-methyl-3-[1,3,3,3-tetramethyl-1-[(trimethylsilyl)oxy]disiloxanyl]propyl]phenol